O=C1NC(CCC1N1C(C2=CC=C(C=C2C1=O)N1CCNCC1)=O)=O 2-(2,6-Dioxo-3-piperidinyl)-5-piperazin-1-yl-isoindoline-1,3-dione